C1(CC1)C1=C(C(=NO1)C1=C(C=NC=C1Cl)Cl)/C=C/C12COC(CC1)(CC2)COC=2C=C1C(=CC(=NC1=CC2)C(=O)O)OC(C)C (E)-6-((4-(2-(5-cyclopropyl-3-(3,5-dichloropyridin-4-yl)isoxazol-4-yl)vinyl)-2-oxabicyclo[2.2.2]oct-1-yl)methoxy)-4-isopropoxyquinoline-2-carboxylic acid